FC=1C=C(C=C(C1CN1C(C(NC=2C=NC=3N=C(C=CC3C21)OC)=O)=O)F)S(=O)(=O)N 3,5-difluoro-4-((8-methoxy-2,3-dioxo-3,4-dihydropyrazino[2,3-c][1,8]naphthyridine-1(2H)-yl)methyl)benzenesulfonamide